potassium xylenesulphonate CC1=CC=C(C=C1)CS(=O)(=O)[O-].[K+]